N1=C(C=CC(=C1)N[C@@H](C)C(=O)O)C1=NC=CC=C1 (2,2-bipyridin-5-yl)-L-alanine